1-(fluoromethoxy)-4-nitro-benzene FCOC1=CC=C(C=C1)[N+](=O)[O-]